BrC=1C(=CC2=C(OC(O2)(F)F)C1)NC(=O)C1=NC=C(C=C1SCC)OC(C)(C)C#N N-(6-bromo-2,2-difluoro-1,3-benzodioxol-5-yl)-5-(1-cyano-1-methyl-ethoxy)-3-ethylsulfanyl-pyridine-2-carboxamide